α,β-dichlorostyrene ClC(=CCl)C1=CC=CC=C1